ethyl 2-(4-methylphenyl)propionate CC1=CC=C(C=C1)C(C(=O)OCC)C